4,6-dibromo-1H-pyrrolo[3,2-c]pyridine-7-carboxamide BrC1=NC(=C(C2=C1C=CN2)C(=O)N)Br